1-(1-azidocyclobutyl)-3-fluoro-2,4-bis(methoxymethoxy)benzene N(=[N+]=[N-])C1(CCC1)C1=C(C(=C(C=C1)OCOC)F)OCOC